(1r,4r)-4-(2-(7-fluoro-2-methyl-2H-indazol-5-yl)thieno[2,3-d]pyrimidin-6-yl)-N-methylcyclohexan-1-amine FC1=CC(=CC2=CN(N=C12)C)C=1N=CC2=C(N1)SC(=C2)C2CCC(CC2)NC